(4Z)-2-[[(1R)-2-Amino-1-phenyl-ethyl]amino]-4-(quinoxalin-6-ylmethylene)-1H-imidazol-5-one dihydrochloride Cl.Cl.NC[C@@H](C1=CC=CC=C1)NC=1NC(/C(/N1)=C/C=1C=C2N=CC=NC2=CC1)=O